rac-(1r,2r,3s,4r,5s)-N-(2-fluoro-3-(trifluoromethyl)phenyl)-5-hydroxy-3-(1-methyl-3-(trifluoromethyl)-1H-pyrazol-4-yl)-7-oxabicyclo[2.2.1]heptane-2-carboxamide FC1=C(C=CC=C1C(F)(F)F)NC(=O)[C@H]1[C@H]2C[C@@H]([C@@H]([C@@H]1C=1C(=NN(C1)C)C(F)(F)F)O2)O |r|